N[C@H]1CN(C2=C(OC1)C=C(C(=C2)OC)OC)C (S)-3-Amino-7,8-dimethoxy-5-methyl-2,3-dihydrobenzo[b][1,4]oxazepine